[Ca+2].C(C)C1CC(C(CC1)C(=O)[O-])C(=O)[O-] 4-ethylcyclohexane-1,2-dicarboxylic acid calcium salt